C(#N)CC1CCC(CC1)N1C(=NC=2C1=C1C(=NC2)NC=C1C)CC(=O)NCC(C)(C)O 2-(1-((1r,4r)-4-(cyanomethyl)cyclohexyl)-8-methyl-1,6-dihydroimidazo[4,5-d]pyrrolo[2,3-b]pyridin-2-yl)-N-(2-hydroxy-2-methylpropyl)acetamide